cysteinol N[C@@H](CS)CO